C(C)(=O)N1CC2(C1)N(C(CN(C2=O)C2=C(C=C(C=C2)Cl)F)=O)C(C)C2=CC=C(C=C2)C(F)(F)F 2-acetyl-8-(4-chloro-2-fluorophenyl)-5-(1-(4-(trifluoromethyl)phenyl)ethyl)-2,5,8-triazaspiro[3.5]nonane-6,9-dione